Ethyl 2-(2-(4-(2-(4-((1R,2S)-6-(benzyloxy)-2-phenyl-1,2,3,4-tetrahydro-naphthalen-1-yl)phenoxy)ethyl)piperazin-1-yl)ethoxy)acetate C(C1=CC=CC=C1)OC=1C=C2CC[C@@H]([C@@H](C2=CC1)C1=CC=C(OCCN2CCN(CC2)CCOCC(=O)OCC)C=C1)C1=CC=CC=C1